NC1=C(C=C(C=N1)C=1C=C2N(N1)CCC21CN(C1)C(=O)N[C@H](C)C1=C(C=CC=C1)C#N)OC(F)F 2'-[6-amino-5-(difluoromethoxy)pyridin-3-yl]-N-[(1R)-1-(2-cyanophenyl)ethyl]-5',6'-dihydrospiro[azetidine-3,4'-pyrrolo[1,2-b]pyrazole]-1-carboxamide